FC=1C=CC(=C2C=C(N(C12)CCNC1=NC=NC(=C1)C=1SC(=C(C1)C(F)(F)F)C=1N=NNN1)C)OC [2-(7-Fluoro-4-methoxy-2-methyl-indol-1-yl)-ethyl]-{6-[5-(2H-tetrazol-5-yl)-4-trifluoromethyl-thiophen-2-yl]-pyrimidin-4-yl}-amine